C(CCCCCCCCCCCCCCCCC)(=O)NC(CCN)NC(CCCCCCCCCCCCCCCCC)=O distearamidopropyl-amine